4,4'-dibromobenzil BrC1=CC=C(C=C1)C(=O)C(=O)C1=CC=C(C=C1)Br